3-(3-sec-butylcyclopentylidene)-2-methylpropanal C(C)(CC)C1CC(CC1)=CC(C=O)C